4-(3-(4-chloro-3-cyclopropyl-1H-pyrrolo[2,3-b]pyridin-5-yl)phenyl)-3-oxopiperazine-1-carboxylic acid ClC1=C2C(=NC=C1C=1C=C(C=CC1)N1C(CN(CC1)C(=O)O)=O)NC=C2C2CC2